3-(1-cyclopropyl-2,2,2-trifluoroethyl)-8,8-dimethyl-7,10-dihydro-8H-pyrano[3'',4'':5',6']pyrido[3',2':4,5]furo[3,2-d]pyrimidin-4(3H)-one C1(CC1)C(C(F)(F)F)N1C=NC2=C(C1=O)OC1=C2C=C2C(=N1)CC(OC2)(C)C